(3',4'-difluoro-4-fluorobiphenyl-2-yl)-1-methyl-3-difluoromethyl-1H-pyrazole-4-carboxamide FC=1C=C(C=CC1F)C1=C(C=C(C=C1)F)C1=C(C(=NN1C)C(F)F)C(=O)N